C(=O)C1=CC=C(O1)C=1C=C(C=NC1OC)N(C(OC)=O)O methyl (5-(5-formylfuran-2-yl)-6-methoxypyridin-3-yl)(hydroxy)carbamate